5-{7-chloro-[1,2,4]triazolo[1,5-a]pyridin-5-yl}-4-methylpyridin-2-carbonitrile ClC1=CC=2N(C(=C1)C=1C(=CC(=NC1)C#N)C)N=CN2